(R)-2-methylhexahydropyrrolo[1,2-a]pyrazin-6(2H)-one CN1C[C@@H]2N(CC1)C(CC2)=O